FC(C1=NN2C(N=C(C=C2NC[C@](C)(C2=CC=CC=C2)C2CN(C2)C(=O)N)C(F)(F)F)=C1)(F)F (S)-3-(1-((2,5-bis(trifluoromethyl)pyrazolo[1,5-a]pyrimidin-7-yl)amino)-2-phenylpropan-2-yl)azetidine-1-carboxamide